C(C)(C)(C)OC(=O)N(C1=CC=C(C=C1)B(O)O)C(C)C 4-(TERT-BUTOXYCARBONYL-ISOPROPYLAMINO)-BENZENEBORONIC ACID